NC1=CC(=C(OC=2C=C3C(C(NC3=CC2)=O)(F)F)C(=C1)Cl)Cl 5-(4-amino-2,6-dichlorophenoxy)-3,3-difluoroindolin-2-one